OCC[C@@H]1[C@@H]2CC[C@H](CN1)N2C(=O)OC(C)(C)C tert-butyl (1S,2R,5R)-2-(2-hydroxy-ethyl)-3,8-diazabicyclo[3.2.1]octane-8-carboxylate